ClC=1C=C(C=CC1C(=O)N1CCN(CC1)CC1CNCC1)NC(=O)C=1N(C(=CN1)C1=C(C(=C(C=C1)OC)F)F)C N-[3-chloro-4-[4-(pyrrolidin-3-ylmethyl)piperazine-1-carbonyl]phenyl]-5-(2,3-difluoro-4-methoxy-phenyl)-1-methyl-imidazole-2-carboxamide